1-[(4S)-8-chlorochroman-4-yl]-3-[1-(4-methoxyphenyl)pyrazol-3-yl]urea ClC=1C=CC=C2[C@H](CCOC12)NC(=O)NC1=NN(C=C1)C1=CC=C(C=C1)OC